N-Bocaminophthalimide C(=O)(OC(C)(C)C)NN1C(C=2C(C1=O)=CC=CC2)=O